Cl.N1CC(C1)C(=O)N azetidine-3-carboxamide hydrochloride salt